3-[(1R)-1-(7-bromo-3,8-dichloro-6-fluoro-10-oxa-2,4,13-triazatricyclo[7.4.1.05,14]tetradeca-1,3,5(14),6,8-pentaen-13-yl)ethyl]-N,N-bis[(4-methoxyphenyl)methyl]pyridin-2-amine BrC1=C(C=2N=C(N=C3N(CCOC(=C1Cl)C32)[C@H](C)C=3C(=NC=CC3)N(CC3=CC=C(C=C3)OC)CC3=CC=C(C=C3)OC)Cl)F